CSC=1N=CC2=C(N1)CCCS2 2-(methylthio)-7,8-dihydro-6H-thiopyrano[3,2-d]pyrimidin